N1=CNC(C2=C1CCC2)=O 3,5,6,7-tetrahydrocyclopenta[d]pyrimidin-4-one